1-(indole-5-yl)ethane tert-butyl-2-(5-methyl-2-(trifluoromethyl)pyrimidin-4-yl)-2,6-diazaspiro[3.4]octane-6-carboxylate C(C)(C)(C)OC(=O)N1CC2(CN(C2)C2=NC(=NC=C2C)C(F)(F)F)CC1.N1C=CC2=CC(=CC=C12)CC